Cl.C(C)(C)N1N=C(C=C1C)C=1CCNCC1 4-(1-isopropyl-5-methyl-1H-pyrazol-3-yl)-1,2,3,6-tetrahydro-pyridine hydrochloride